N(=[N+]=[N-])C=1C=CC(=C(C(=O)O)C1)NCCCCCCN1[C@@H]([C@H]([C@@H]([C@H](C1)O)O)O)CO 5-azido-2-({6-[(2R,3R,4R,5S)-3,4,5-trihydroxy-2-(hydroxymethyl)piperidin-1-yl]hexyl}amino)benzoic acid